3-(5-(7H-pyrrolo[2,3-d]pyrimidin-4-yl)pyridin-2-yl)-6-(2,4-difluorobenzyl)-3,6-diazabicyclo[3.1.1]heptane N1=CN=C(C2=C1NC=C2)C=2C=CC(=NC2)N2CC1N(C(C2)C1)CC1=C(C=C(C=C1)F)F